[Si](C)(C)(C(C)(C)C)O[C@@H]1[C@H]([C@H](N(C1)C(=O)OC(C)(C)C)CC1=CC=C(C=C1)C(F)(F)F)O tert-butyl (2R,3S,4S)-4-[(tert-butyldimethylsilyl)oxy]-3-hydroxy-2-{[4-(trifluoromethyl)phenyl]methyl}pyrrolidine-1-carboxylate